COC1=CC=C(C=C1)C1=NN=C(S1)NC(=O)NC=1C=C(C=CC1)C 1-(5-(4-methoxyphenyl)-1,3,4-thiadiazol-2-yl)-3-(m-tolyl)urea